3-(6-methoxypyridin-3-yl)-3-(1-(3-(5,6,7,8-tetrahydro-1,8-naphthyridin-2-yl)propyl)-1H-pyrazol-3-yl)propionic acid COC1=CC=C(C=N1)C(CC(=O)O)C1=NN(C=C1)CCCC1=NC=2NCCCC2C=C1